COC1=NC=NC(=C1C1=CNC2=NC(=CC=C21)NC(NCCN2CCNCC2)=O)OC 3-[3-(4,6-dimethoxypyrimidin-5-yl)-1H-pyrrolo[2,3-b]pyridin-6-yl]-1-[2-(piperazin-1-yl)ethyl]urea